CCCCCCCCNS(=O)(=O)[O-] The molecule is an organic sulfamate oxoanion that is the conjugate base of octylsulfamic acid. It has been isolated from Daphnia pulex and has been shown to cause morphological changes in the green alga Scenedesmus gutwinskii. It has a role as a kairomone and a Daphnia pulex metabolite. It is a conjugate base of an octylsulfamic acid.